(R)-2-(4-(2-(4-isopropyl-5-(8-methoxy-[1,2,4]triazolo[1,5-a]pyridin-6-yl)-1H-pyrazol-3-yl)thiazol-5-yl)-3-methylpiperazin-1-yl)-N,N-dimethylacetamide C(C)(C)C=1C(=NNC1C=1C=C(C=2N(C1)N=CN2)OC)C=2SC(=CN2)N2[C@@H](CN(CC2)CC(=O)N(C)C)C